C(C)(=O)N[C@H](CC(C)C)C(=O)O.FC=1C=C(C=C(C1)F)CCN 2-(3,5-difluorophenyl)ethan-1-amine acetyl-D-leucinate